3-acetyl-7-{[6-(2-methoxyphenyl)pyrimidin-4-yl]amino}-4-morpholino-2H-benzopyran-2-one C(C)(=O)C=1C(OC2=C(C1N1CCOCC1)C=CC(=C2)NC2=NC=NC(=C2)C2=C(C=CC=C2)OC)=O